C(C1=CC=CC=C1)N(C(C(=O)OCC)=O)CC1=NC=CC=C1C Ethyl 2-[benzyl-[(3-methyl-2-pyridyl)methyl]amino]-2-oxo-acetate